C(C)NC(=O)C1=NC(=C(C=C1)OC1=CC=C(C=C1)C(F)(F)F)C1=NN(C=C1)C N-Ethyl-6-(1-methyl-1H-pyrazol-3-yl)-5-[4-(trifluoromethyl)phenoxy]pyridine-2-carboxamide